COC=1C(=CC2=C(N=C(S2)NC(C(OC2=CC=C(C=C2)C#C)C2=CC=C(C=C2)S(=O)(=O)CC)=O)C1)OC N-(5,6-Dimethoxy-benzothiazol-2-yl)-2-(4-ethanesulfonyl-phenyl)-2-(4-ethynyl-phenoxy)-acetamide